7-Methyl-4-(3-((6-methylpyridin-2-yl)ethynyl)phenyl)-8-(trifluoromethyl)-1H-benzo[b][1,4]diazepin-2(3H)-one CC1=CC2=C(NC(CC(=N2)C2=CC(=CC=C2)C#CC2=NC(=CC=C2)C)=O)C=C1C(F)(F)F